5-pyrimidin-4-yl-N-[3-[6-(trifluoromethyl)-1H-benzo[d]imidazol-2-yl]phenyl]pyridin-2-amine N1=CN=C(C=C1)C=1C=CC(=NC1)NC1=CC(=CC=C1)C1=NC2=C(N1)C=C(C=C2)C(F)(F)F